5-[4-amino-5-(trifluoromethyl)pyrrolo-[2,1-f][1,2,4]triazin-7-yl]-N-[(3R,4S)-1-(3,3-difluorocyclopentanecarbonyl)-4-fluoropyrrolidin-3-yl]-2,3-difluoro-benzamide NC1=NC=NN2C1=C(C=C2C=2C=C(C(=C(C(=O)N[C@@H]1CN(C[C@@H]1F)C(=O)C1CC(CC1)(F)F)C2)F)F)C(F)(F)F